6-(4-amino-1-tert-butyl-pyrazolo[3,4-d]pyrimidin-3-yl)-N-(2,2-difluoroethyl)-1H-indole-2-carboxamide NC1=C2C(=NC=N1)N(N=C2C2=CC=C1C=C(NC1=C2)C(=O)NCC(F)F)C(C)(C)C